ClC=1C(C(=C(C(C1NCCC)=O)Cl)NCCC)=O 2,5-dichloro-3,6-bis(propylamino)cyclohexane-2,5-diene-1,4-dione